CC1(OB(OC1(C)C)C1=CC=C(CCN2CC3C(C3C2)CNC(OC(C)(C)C)=O)C=C1)C tert-butyl ((exo-3-(4-(4,4,5,5-tetramethyl-1,3,2-dioxaborolan-2-yl)phenethyl)-3-azabicyclo[3.1.0]hexan-6-yl)methyl)carbamate